N-(5-((2-((1-methyl-1H-pyrazol-4-yl)amino)-5-(4-(trifluoromethyl)phenyl)pyrimidin-4-yl)amino)pyridin-3-yl)acrylamide CN1N=CC(=C1)NC1=NC=C(C(=N1)NC=1C=C(C=NC1)NC(C=C)=O)C1=CC=C(C=C1)C(F)(F)F